F[C@H]1CN(CC[C@@H]1NC=1N=C(C2=C(N1)NC=C2C=2C=CC=1N(N2)C=CN1)NC)C N2-((3S,4S)-3-fluoro-1-methylpiperidin-4-yl)-5-(imidazo[1,2-b]pyridazin-6-yl)-N4-methyl-7H-pyrrolo[2,3-d]pyrimidine-2,4-diamine